6-[5-[3-[(4-fluoro-1-methyl-6,7-dihydro-5H-cyclopenta[c]pyridin-6-yl)amino]propyl]-2-oxo-1,3-oxazolidin-3-yl]-4H-pyrido[3,2-b][1,4]oxazin-3-one FC=1C2=C(C(=NC1)C)CC(C2)NCCCC2CN(C(O2)=O)C=2C=CC=1OCC(NC1N2)=O